NCCNC(C1=CC=CC=C1)=O N-(2-amino-ethyl)benzamide